C(C)(C)(C)C1=NC(=NO1)C1=NC=C(C(=C1)OC[C@H]1N(CCC1)C(=O)OC(C)(C)C)C1CC1 tert-butyl (2S)-2-[[2-(5-tert-butyl-1,2,4-oxadiazol-3-yl)-5-cyclopropylpyridin-4-yl]oxymethyl]pyrrolidine-1-carboxylate